6-(4-Chloro-3-fluorophenyl)-3-(2,2-difluorocyclopropyl)-4-oxo-4,5-dihydropyrazolo[1,5-a]pyrazine-2-carboxylic acid ClC1=C(C=C(C=C1)C=1NC(C=2N(C1)N=C(C2C2C(C2)(F)F)C(=O)O)=O)F